C1(CC1)C1=CC(=C(C(=C1)N)N)F 5-cyclopropyl-3-fluorobenzene-1,2-diamine